CN1C=NC2=C1C=C(C(=C2)C2=CC=CN1C(=CC=C21)C(=O)N2CCN(CC2)C(=O)OC(C)(C)C)C(F)(F)F tert-butyl 4-(8-(1-methyl-6-(trifluoromethyl)-1H-benzo[d]imidazol-5-yl)indolizine-3-carbonyl)piperazine-1-carboxylate